C(N)(=O)C1(COCC1)C1=C(C=CC2=C1C(=C(O2)C)C(=O)N)OCC2=C(C=CC=C2)F (3-carbamoyl-tetrahydrofuran-3-yl)-5-((2-fluorobenzyl)oxy)-2-methylbenzofuran-3-carboxamide